C(C)(C)(C)[C@@H]1N=C(N(C1)C1=CC=CC=C1)C1=C(NC2=C(C=CC=C2)PC2CCCCC2)C=CC=C1 (S)-2-(4-(tert-butyl)-1-phenyl-4,5-dihydro-1H-imidazol-2-yl)-N-(2-(cyclohexylphosphino)phenyl)aniline